(4R)-7-bromo-3,4-dihydro-2H-1-benzopyran-4-carboxamide BrC1=CC2=C([C@@H](CCO2)C(=O)N)C=C1